C(C1=CC=CC=C1)O[C@@H]1[C@H](N(C[C@@H]([C@H]1OCC1=CC=CC=C1)OCC1=CC=CC=C1)CCCC1=C(C=CC=C1)F)C (2R,3R,4R,5S)-3,4,5-tris(benzyloxy)-1-(3-(2-fluorophenyl)propyl)-2-methylpiperidine